NC1=C(C(=O)N=O)C=C(C(=C1)OC)[C@H]1COCC1 2-amino-4-methoxy-5-[(3S)-tetrahydrofuran-3-yl]oxo-benzamide